C(C)(C)(C)[Si](C)(C)OCC[C@H]1OC(O[C@@H]1C1=CC=CC=C1)(C)C tert-butyl(2-((4R,5R)-5-phenyl-2,2-dimethyl-1,3-dioxolan-4-yl)ethoxy)dimethylsilane